N1=CNC2=NC=C(C=C21)C(=O)N2CCC1(C(C1)CNC(=O)C1=CC=3C(=CN=CC3)O1)CC2 N-[[6-(3H-imidazo[4,5-b]pyridine-6-carbonyl)-6-azaspiro[2.5]octan-2-yl]methyl]furo[2,3-c]pyridine-2-carboxamide